C1(=CC=CC=C1)N(C1=CC=C(C=C1)NC(C1=CC=CC=C1)=O)C1=CC=CC=C1 N-(4-Diphenylaminophenyl)benzamide